FC1=C(OCC2=CC=C(C=C2)C2C(NC(CC2)=O)=O)C(=CC=C1F)C=1N=C(SC1)N1CCOCC1 3-(4-((2,3-difluoro-6-(2-morpholinothiazol-4-yl)phenoxy)methyl)phenyl)piperidine-2,6-dione